NC1=NC(=C(C=2N1C(N(N2)CC2=C(C=CC=C2)OCC)=O)C2=CC(=NC(=C2)C)C)C2=CC=CC=C2 5-amino-8-(2,6-dimethyl-4-pyridinyl)-2-[(2-ethoxyphenyl)methyl]-7-phenyl-[1,2,4]triazolo[4,3-c]pyrimidin-3-one